2-(4-bromophenyl)-4,5,6,7-tetrahydro-1H-imidazo[4,5-c]Pyridine BrC1=CC=C(C=C1)C=1NC2=C(CNCC2)N1